2-bromo-5-tert-butyl-Pyrimidine BrC1=NC=C(C=N1)C(C)(C)C